S1C=NC=C1CO[C@@H]1CC2=CC[C@H]3[C@@H]4CC=C([C@@]4(C)CC[C@@H]3[C@]2(CC1)C)N1C=NC2=C1C=CC=C2 3β-(thiazol-5-ylmethoxy)-17-(1H-benzimidazol-1-yl)androsta-5,16-diene